C1(=CC=CC=C1)C([C@H](O)[C@@H]1N(CCC1)C(C1=CC=CC=C1)(C1=CC=CC=C1)C1=CC=CC=C1)C1=CC=CC=C1 (S)-2,2-diphenyl-1-((R)-1-tritylpyrrolidin-2-yl)ethan-1-ol